(E)-1-(3,4-dimethoxy-5-(methylseleno)phenyl)-3-(3,4-dimethoxyphenyl)-2-methylpropan-2-en-1-one COC=1C=C(C=C(C1OC)[Se]C)C(\C(=C\C1=CC(=C(C=C1)OC)OC)\C)=O